OC1=C(C(N(C=C1)C)=O)NC(N[C@@H](CC(=O)[O-])C=1SC=C(C1)C1=CC=CC=C1)=O.[Na+] sodium (S)-3-(3-(4-hydroxy-1-methyl-2-oxo-1,2-dihydropyridin-3-yl)ureido)-3-(4-phenyl thiophen-2-yl)propanoate